COC(\C=C\C=1OC(=CC1)C(NC)=O)=O.NC1=NC=CC(=N1)C(C)=O 1-(2-aminopyrimidin-4-yl)ethanone methyl-(E)-3-[5-(methylcarbamoyl)furan-2-yl]acrylate